(1-methylcyclohexyl)-5-(piperidin-1-ylmethyl)-5,6-dihydro-1,4,2-dioxazine CC1(CCCCC1)C1=NOCC(O1)CN1CCCCC1